O1CCN(CC1)CCC1=NN=C(O1)[C@@]12CN(C[C@]2(C1)C(F)(F)F)C1=C2C=CC=NC2=C(C=C1)C#N 5-((1S,5R)-1-(5-(morpholinoethyl)-1,3,4-oxadiazol-2-yl)-5-(trifluoromethyl)-3-azabicyclo[3.1.0]hex-3-yl)quinoline-8-carbonitrile